CN1CCN(CC1)CC=C 1-methyl-4-(prop-2-en-1-yl)piperazine